(R)-2-(5-((3-(cyclopropylmethyl)-2,4,5-trioxoimidazolidin-1-yl)methyl)-1,2,4-oxadiazol-3-yl)-N-(2-hydroxypent-4-en-1-yl)-N-(2-methoxyphenyl)acetamide C1(CC1)CN1C(N(C(C1=O)=O)CC1=NC(=NO1)CC(=O)N(C1=C(C=CC=C1)OC)C[C@@H](CC=C)O)=O